C1(=CC(=CC=C1)N(C1=CC=C(C=C1)N(C1=CC=C(C2=CC=C(N(C3=CC=CC=C3)C3=CC=C(C=C3)N(C=3C=C(C=CC3)C)C=3C=C(C=CC3)C)C=C2)C=C1)C1=CC=CC=C1)C=1C=C(C=CC1)C)C bis[4-di(m-tolyl)aminophenyl]-N,N'-diphenylbenzidine